Cl[C@@H](C(=O)N(CCC(=O)N)NC([C@H](CC(C)C)NC(CNC1=CC(=CC=C1)OC)=O)=O)F 3-[[(2S)-2-chloro-2-fluoro-acetyl]-[[(2S)-2-[[2-(3-methoxyanilino)acetyl]amino]-4-methyl-pentanoyl]amino]amino]propanamide